ClC=1C(=C(C(=CC1N1C[C@@H]([C@H](C1)OC)CN(C)C)F)S(=O)(=O)N(C1=NC(=CC=C1)F)CC1=C(C=C(C=C1)OC)OC)F 3-chloro-N-(2,4-dimethoxybenzyl)-4-((3S,4R)-3-((dimethylamino)methyl)-4-methoxypyrrolidin-1-yl)-2,6-difluoro-N-(6-fluoropyridin-2-yl)benzenesulfonamide